6-(1-amino-2-((2-methoxyethyl)sulfinyl)-7,8-dihydro-6H-cyclopenta[d]thieno[2,3-b]pyridin-5-yl)-3-methylpyrimidin-4(3H)-one NC1=C(SC2=NC(=C3C(=C21)CCC3)C3=CC(N(C=N3)C)=O)S(=O)CCOC